ClC=1C(=C(C=CC1Cl)[C@@H]1N(OCC1)C1=CC(=NC=N1)NC=1C(=CC(=C(C1)NC(C=C)=O)N1CCC(CC1)N1CCN(CC1)C(C)C)OC)F N-(5-((6-((R)-3-(3,4-dichloro-2-fluorophenyl)isoxazolidine-2-yl)pyrimidine-4-yl)amino)-2-(4-(4-isopropylpiperazine-1-yl)piperidine-1-yl)-4-methoxyphenyl)acrylamide